(S)-6-((tert-butyldimethylsilyl)oxy)-6,7-dihydro-5H-pyrazolo[5,1-b][1,3]oxazine [Si](C)(C)(C(C)(C)C)O[C@H]1CN2C(OC1)=CC=N2